2-Ethyl-sodium caproate C(CCCCC)(=O)O.CC[Na]